dioleylcarbamyl-3-dimethylaminopropane C(CCCCCCC\C=C/CCCCCCCC)N(C(=O)CCCN(C)C)CCCCCCCC\C=C/CCCCCCCC